(S)-2,2-dimethyl-dioxolane-4-methanol CC1(OC[C@@H](O1)CO)C